ClC=1C=CC(=C(C1)S(=O)(=O)[N-]C1=CC=2C(N3[C@@H](COC2N=C1)C[C@H](C3)O)=O)OC(F)(F)F.[K+] potassium {[5-chloro-2-(trifluoromethoxy)phenyl]sulfonyl}[(8R,9aR)-8-hydroxy-5-oxo-8,9,9a,10-tetrahydro-5H,7H-pyrido[3,2-f]pyrrolo[2,1-c][1,4]oxazepin-3-yl]azanide